C(C)N(CC(=O)O)S(=O)(=O)C(C(C(C(C(C(C(C(F)(F)F)(F)F)(F)F)(F)F)(F)F)(F)F)(F)F)(F)F 2-(N-ethyl-perfluorooctanesulfonyl-amino)acetic acid